N[C@@H]1[C@H](CCCC1)O |r| rac-(1s,2s)-2-aminocyclohexanol